C(C)C=1C=C(C=CC1)C1=CC(=CC=C1)CC 3,3'-diethylbiphenyl